3,5-dinitro-o-methyl-benzoyl chloride [N+](=O)([O-])C=1C(=C(C(=O)Cl)C=C(C1)[N+](=O)[O-])C